C(C)(C)(C)C1=CC=C(CSC=2C(=NC(=CC2)Cl)C(=O)OC)C=C1 methyl 3-((4-(tert-butyl) benzyl) thio)-6-chloropicolinate